FS(=O)(=O)N1C(N(C(=C1)C)C)CC 1-(fluorosulfonyl)-3,4-dimethyl-2-ethylimidazole